chloro-1-(tetrahydro-2H-pyran-2-yl)-1H-pyrazolo[3,4-b]pyridine ClC1=NN(C2=NC=CC=C21)C2OCCCC2